α-n-octylamino-pregn-5-en C(CCCCCCC)NCC[C@H]1CC[C@H]2[C@@H]3CC=C4CCCC[C@]4(C)[C@H]3CC[C@]12C